3-methyl-N-[4-(trifluoromethoxy)phenyl]piperidin-4-amine CC1CNCCC1NC1=CC=C(C=C1)OC(F)(F)F